ClC=1C=C(C=NC1C(F)(F)F)[C@H](NC(=O)N1[C@@H](C(NCC1)=O)C)C1=CC=C(C=C1)OC(F)(F)F (2R)-N-((R)-(5-chloro-6-(trifluoromethyl)pyridin-3-yl)(4-(trifluoromethoxy)-phenyl)methyl)-2-methyl-3-oxopiperazine-1-carboxamide